3-({6-[2-(5-chloro-2-methoxypyridine-3-sulfonamido)-3-fluoropyridin-4-yl]-5-fluoroquinazolin-2-yl}amino)-N-methylcyclopentane-1-carboxamide ClC=1C=C(C(=NC1)OC)S(=O)(=O)NC1=NC=CC(=C1F)C=1C(=C2C=NC(=NC2=CC1)NC1CC(CC1)C(=O)NC)F